2-(4-((3-methoxyisonicotinamido)methyl)-3-methylphenyl)-9,10-dihydro-4H-benzo[d]pyrazolo[1,5-a][1,3]diazepine-3-carboxamide COC1=C(C(=O)NCC2=C(C=C(C=C2)C2=NN3C(NC4=C(CC3)C=CC=C4)=C2C(=O)N)C)C=CN=C1